4-(3-(4-Morpholino-2-(3-(m-tolyl)-1H-pyrazol-1-yl)thieno[3,2-d]pyrimidin-6-yl)prop-2-yn-1-yl)morpholine O1CCN(CC1)C=1C2=C(N=C(N1)N1N=C(C=C1)C=1C=C(C=CC1)C)C=C(S2)C#CCN2CCOCC2